COC(C=O)CCCCC 2-methoxyheptanal